BrC=1C=CC2=C(CCOC2=O)C1F 6-bromo-5-fluoro-3,4-dihydro-2-benzopyran-1-one